3-(4-methylpiperidin-1-yl)propan-1-ol CC1CCN(CC1)CCCO